5-(2,2-difluoroethylamino)-6-(1-methylbenzimidazol-4-yl)-3-(4-morpholinoanilino)pyrazine-2-carboxamide FC(CNC=1N=C(C(=NC1C1=CC=CC=2N(C=NC21)C)C(=O)N)NC2=CC=C(C=C2)N2CCOCC2)F